6-[3-(2-methoxyethyl)-2-oxo-imidazolidin-1-yl]-4-[2-methoxy-3-(1-methyl-1,2,4-triazol-3-yl)anilino]-N-(trideuteriomethyl)pyridazine-3-carboxamide COCCN1C(N(CC1)C1=CC(=C(N=N1)C(=O)NC([2H])([2H])[2H])NC1=C(C(=CC=C1)C1=NN(C=N1)C)OC)=O